The molecule is a steroid glucosiduronic acid that is 2-hydroxyestrone having a single beta-D-glucuronic acid residue attached at position 3. It is a beta-D-glucosiduronic acid, a 2-hydroxy steroid, a steroid glucosiduronic acid and a 17-oxo steroid. It derives from a 2-hydroxyestrone. It is a conjugate acid of a 2-hydroxyestrone 3-O-(beta-D-glucuronide)(1-). C[C@]12CC[C@H]3[C@H]([C@@H]1CCC2=O)CCC4=CC(=C(C=C34)O)O[C@H]5[C@@H]([C@H]([C@@H]([C@H](O5)C(=O)O)O)O)O